C(C=C)(=O)N1C[C@H](CCC1)C(=O)NC=1C=C(C(=NC1)NC(C1=NC(=CC=C1)C1=CC=NN1)=O)C(F)(F)F (S)-N-(5-(1-acryloylpiperidine-3-carboxamido)-3-(trifluoromethyl)pyridin-2-yl)-6-(1H-pyrazol-5-yl)picolinamide